heptadecyl-catechol indole-propionate N1C(=CC2=CC=CC=C12)CCC(=O)O.C(CCCCCCCCCCCCCCCC)C1=C(C(O)=CC=C1)O